C(CN(C=1OC(=CC1)C(=O)O)CCN(C1=CC=C(O1)C(=O)O)C1=CC=C(O1)C(=O)O)N(C=1OC(=CC1)C(=O)O)CCN(C1=CC=C(O1)C(=O)O)C1=CC=C(O1)C(=O)O 5,5',5'',5'''-(((ethane-1,2-diylbis((5-carboxyfuran-2-yl)azanediyl))bis(ethane-2,1-diyl))bis(azanetriyl))tetrakis(furan-2-carboxylic Acid)